N-(2-methyl-4-((4-nitrobenzyl)amino)phenyl)benzamide CC1=C(C=CC(=C1)NCC1=CC=C(C=C1)[N+](=O)[O-])NC(C1=CC=CC=C1)=O